C(CC)N1CSCC1 3-propyl-thiazolidine